(3r,5r)-1,1-difluorospiro[2.3]hexan-5-amine hydrochloride Cl.FC1(CC12CC(C2)N)F